5-methoxy-1-naphthol COC1=C2C=CC=C(C2=CC=C1)O